N-(1-acetyl-2-(((cis-4-tert-butylcyclohexyl)oxy)methyl)-piperidin-3-yl)ethanesulfonamide C(C)(=O)N1C(C(CCC1)NS(=O)(=O)CC)CO[C@@H]1CC[C@@H](CC1)C(C)(C)C